4-(tetradecan-2-yl)oxazol-2(3H)-one CC(CCCCCCCCCCCC)C=1NC(OC1)=O